C(C)OC(CC(CC=1N=NN(C1)COC(C(C)(C)C)=O)O)=O 2,2-Dimethylpropanoic acid [4-(4-ethoxy-2-hydroxy-4-oxo-butyl) triazol-1-yl]Methyl ester